4-((2,5-dioxopyrrolidin-1-yl)oxy)-N,N,N-trimethyl-4-oxobutan-1-aminium chloride [Cl-].O=C1N(C(CC1)=O)OC(CCC[N+](C)(C)C)=O